CN(C)C[C@H]1OCCN(C1)C=1C=CC(=NC1)NC=1C=CC(=C2CNC(C12)=O)C1=CN=C2N1C=CC(=C2)F (R)-7-((5-(2-((dimethylamino)-methyl)morpholino)pyridin-2-yl)amino)-4-(7-fluoroimidazo[1,2-a]pyridin-3-yl)isoindolin-1-one